2-aminoterephthalic acid sodium salt [Na+].NC1=C(C(=O)[O-])C=CC(=C1)C(=O)[O-].[Na+]